[1-(3-pivalamidopropyl)indazol-5-yl]-2,4-pyrimidinediamine C(C(C)(C)C)(=O)NCCCN1N=CC2=CC(=CC=C12)C=1C(=NC(=NC1)N)N